3-(1,2-dimethylphenyl)benzofuran-2(3H)-one CC1(C(C=CC=C1)C)C1C(OC2=C1C=CC=C2)=O